C(C1=CC=CC=C1)OCC1CC(C1)=O 3-(benzyloxymethyl)cyclobutanone